{4-[1-(2,6-Dioxopiperidin-3-yl)-3-methyl-2-oxo-1,3-benzodiazol-5-yl]phenyl}-3,9-diazaspiro[5.5]undecane-3-carboxylic acid tert-butyl ester C(C)(C)(C)OC(=O)N1CC(C2(CC1)CCNCC2)C2=CC=C(C=C2)C2=CC1=C(N(C(N1C)=O)C1C(NC(CC1)=O)=O)C=C2